COC1=CC=C(C=C1)C(=O)C=1C=NC2=CC=CC=C2C1C1=CC=CC=C1 (4-methoxyphenyl)(4-phenylquinoline-3-yl)methanone